2,2-difluoroethyl phenylcarbamate C1(=CC=CC=C1)NC(OCC(F)F)=O